[Si](C1=CC=CC=C1)(C1=CC=CC=C1)(C(C)(C)C)O[C@@H]1CO[C@H]2[C@@H]1OC[C@H]2O (3R,3aR,6R,6aS)-6-[tert-butyl(diphenyl)silyl]oxy-2,3,3a,5,6,6a-hexahydrofuro[3,2-b]furan-3-ol